FC1=CC(=CC2=C1NC(COC2)=O)[C@H](CN2C[C@@H]1[C@](C2)(C[C@H](C1)OC1=CC=CC=C1)O)O 9-fluoro-7-((R)-1-hydroxy-2-((3aS,5S,6aR)-3a-hydroxy-5-phenoxyhexahydrocyclopenta[c]pyrrol-2(1H)-yl)ethyl)-1,5-dihydrobenzo[e][1,4]oxazepin-2(3H)-one